C(C1=CC=CC=C1)OC1=C(C(=O)N2CC3=CC=C(C=C3C2)CN2CCN(CC2)C(=O)OCC2C3=CC=CC=C3C=3C=CC=CC23)C(=CC(=C1C)OS(=O)(=O)C1=CC=C(C)C=C1)OS(=O)(=O)C1=CC=C(C)C=C1 (9H-fluoren-9-yl)methyl 4-((2-(2-(benzyloxy)-3-methyl-4,6-bis(tosyloxy)-benzoyl)isoindolin-5-yl)methyl)piperazine-1-carboxylate